SCC(=O)NCCCCCNC(=O)C=1C=NC(=NC1)NC(CC1=CC=CC=C1)=O N-(5-(2-mercaptoacetylamino)pentyl)-2-(N-phenylacetylamino)pyrimidine-5-carboxamide